methylbenzyl alcohol formate C(=O)OC(C1=CC=CC=C1)C